C(C)C(CC1(CCC(CC1)(C(=O)O)CC(CCCC)CC)C(=O)O)CCCC di(2-ethylhexyl)1,4-cyclohexanedicarboxylic acid